tert-butyl (1R,5S,6s)-6-cyano-6-(5-methylisoxazol-3-yl)-3-azabicyclo[3.1.0]hexane-3-carboxylate C(#N)C1([C@H]2CN(C[C@@H]12)C(=O)OC(C)(C)C)C1=NOC(=C1)C